C12(CC3CC(CC(C1)C3)C2)N(C(CCCCCC[NH-])C2=CC(=CC=C2)N2C(NC(CC2)=O)=O)C 7-((adamantan-1-yl)(methyl)amino)-N-(3-(2,4-dioxotetrahydropyrimidin-1(2H)-yl)phenyl)heptylamide